3-chloro-4-(3-(cyclobutyl(methyl)amino)-3-methylpyrrolidin-1-yl)-2,6-difluoro-N-(6-fluoropyridin-2-yl)benzenesulfonamide ClC=1C(=C(C(=CC1N1CC(CC1)(C)N(C)C1CCC1)F)S(=O)(=O)NC1=NC(=CC=C1)F)F